2-[(CARBAMOYLMETHYL)AMINO]PROPANOIC ACID C(N)(=O)CNC(C(=O)O)C